(5-amino-4-fluoro-indan-2-yl)methanol NC=1C(=C2CC(CC2=CC1)CO)F